N1=C(C=CC=C1C1=NC2=C3C(=CC=C2C(=N1)C1=CC=CC=C1)C=CC=C3)C3=NC(=CC=C3)C3=NC1=C2C(=CC=C1C(=N3)C3=CC=CC=C3)C=CC=C2 2,2'-(2,2'-Bipyridine-6,6'-diyl)bis(4-phenylbenzo[h]quinazoline)